C1(=CC=CC=2OC3=C(C21)C=CC=C3)C=3C(=C(C=CC3)C3=CC=CC=C3)C3=NN=NC(=C3C3=CC=CC=C3)C3=CC=CC=C3 dibenzofuranyl-(diphenyltriazinyl)biphenyl